C1(=CC=CC=C1)CCCC=O 4-phenyl-1-butanone